(E)-N-(4-(2-amino-3-(3-morpholino-3-oxoprop-1-enyl)pyridine-4-yloxy)-3-fluorophenyl)-2-(4-fluorophenyl)-3-oxo-2,3-dihydropyridazine-4-carboxamide NC1=NC=CC(=C1\C=C\C(=O)N1CCOCC1)OC1=C(C=C(C=C1)NC(=O)C=1C(N(N=CC1)C1=CC=C(C=C1)F)=O)F